N4-propionylcytosine C(CC)(=O)NC1=NC(NC=C1)=O